benzyl 4-amino-2-(ethoxymethyl)-1-(3-hydroxy-2-(hydroxymethyl)-2-methylpropyl)-1,6,8,9-tetrahydro-7H-imidazo[4,5-c][1,7]naphthyridine-7-carboxylate NC1=NC=2CN(CCC2C2=C1N=C(N2CC(CO)(C)CO)COCC)C(=O)OCC2=CC=CC=C2